C(C1=CC=CC=C1)C=1C=CC(=C(C1)C1=CC(=CC=C1)C[C@H](C(=O)O)C)C(N)=O (R)-3-(5'-benzyl-2'-carbamoyl-[1,1-biphenyl]-3-yl)-2-methylpropanoic acid